3-Benzylsalicylic acid C(C1=CC=CC=C1)C1=C(C(C(=O)O)=CC=C1)O